C(C)N(C1=C(C=C2C=CC(OC2=C1)=O)C1=CC=CC=C1)CC 7-(diethylamino)-2-oxo-6-phenyl-2H-chromene